6-((methyl(4-methylbenzyl)amino)methyl)-N2-(o-tolyl)-1,3,5-triazine-2,4-diamine CN(CC1=CC=C(C=C1)C)CC1=NC(=NC(=N1)NC1=C(C=CC=C1)C)N